[Si](C1=CC=CC=C1)(C1=CC=CC=C1)(C(C)(C)C)C(C1(CC1)N1CC(C1)N(C(OC(C)(C)C)=O)C)=O tert-butyl N-[1-[1-[[tert-butyl (diphenyl) silyl] oxomethyl] cyclopropyl] azetidin-3-yl]-N-methyl-carbamate